dioctyl butanedioate C(CCC(=O)OCCCCCCCC)(=O)OCCCCCCCC